3-amino-8-bromo-1,2,3,5-tetrahydro-4H-pyrido[2,3-b][1,4]diazepin-4-one NC1CNC2=C(NC1=O)N=CC(=C2)Br